C(C(C)C)(=O)OC1=C(C=C(C=C1)Br)C=NC1=C(C(=CC=C1)Cl)Cl 4-bromo-2-((2,3-dichlorophenylimino)-methyl)phenyl isobutyrate